BrC=1C=C(C2=C(N(C(N2CC)=O)C=2SC(=NN2)C(F)F)C1)N1C[C@@H](N(CC1)C(=O)OC(C)(C)C)C tert-butyl (2S)-4-[6-bromo-1-[5-(difluoromethyl)-1,3,4-thiadiazol-2-yl]-3-ethyl-2-oxo-benzimidazol-4-yl]-2-methyl-piperazine-1-carboxylate